1,5-dimethyl-N-(2-(pyridin-4-yl)-1H-pyrrolo[3,2-c]pyridin-6-yl)-1H-pyrazole-3-carboxamide CN1N=C(C=C1C)C(=O)NC1=CC2=C(C=N1)C=C(N2)C2=CC=NC=C2